1-fluoro-2,4-dinitrophenyl-5-L-alanine amide C[C@@H](C(=O)N)NC1=CC(=C(C=C1[N+](=O)[O-])[N+](=O)[O-])F